C1(=CC=CC=2SC3=C(C21)C=CC=C3)C=3C(=C(C=CC3)C3=CC=CC=C3)C3=NN=NC(=C3C3=CC=CC=C3)C3=CC=CC=C3 dibenzothiophenyl-(diphenyltriazinyl)biphenyl